1-(7-methylthieno[3,2-d]pyrimidin-4-yl)-N-(2-(pyridin-4-yl)ethyl)piperidin-4-amine CC1=CSC2=C1N=CN=C2N2CCC(CC2)NCCC2=CC=NC=C2